methyl 3-amino-4-(pyridin-2-yl)thiophene-2-carboxylate NC1=C(SC=C1C1=NC=CC=C1)C(=O)OC